gammA-benzyl-L-proline C(C1=CC=CC=C1)C1C[C@H](NC1)C(=O)O